FC1=CC=C(C(=NNC2=CC=C(C=C2)C)Cl)C=C1 4-fluoro-N-(p-tolyl)benzohydrazonoyl chlorid